N1(CCOCC1)S(=O)(=O)C1=CC=C(COC2=C3CN(C(C3=CC=C2)=O)C2C(NC(CC2)=O)=O)C=C1 3-{4-[4-(Morpholine-4-sulfonyl)-benzyloxy]-1-oxo-1,3-dihydro-isoindol-2-yl}-piperidine-2,6-dione